2-bromo-4-tert-butyl-1-(difluoromethoxy)benzene BrC1=C(C=CC(=C1)C(C)(C)C)OC(F)F